tert-butyl (5-(1-(5,5-difluoro-2-oxopiperidin-1-yl)-2-((2R,6S)-2,6-dimethylmorpholino)ethyl)thiazol-2-yl)carbamate FC1(CCC(N(C1)C(CN1C[C@H](O[C@H](C1)C)C)C1=CN=C(S1)NC(OC(C)(C)C)=O)=O)F